methyl (S)-3-(2-((2-(dimethylamino)-2-oxoethyl)(methyl)amino)-2-oxoethyl)-7-methyl-2-(2-(2-oxopyridin-1(2H)-yl)ethyl)-3,7,8,9-tetrahydro-6H-imidazo[4,5-f]quinoline-6-carboxylate CN(C(CN(C(CN1C(=NC2=C3CC[C@@H](N(C3=CC=C21)C(=O)OC)C)CCN2C(C=CC=C2)=O)=O)C)=O)C